(7-fluoro-2-(3-fluorophenyl)benzofuran-5-yl)methanol FC1=CC(=CC=2C=C(OC21)C2=CC(=CC=C2)F)CO